biphenyltrimellitate C=1(C(=CC=CC1)C=1C=C(C=C(C1C(=O)[O-])C(=O)[O-])C(=O)[O-])C1=CC=CC=C1